3,4-dimethyl-8-neopentylpyrimidino[4',5':4,5]thieno[2,3-c]pyridazine CC1=C(C2=C(N=N1)SC1=C2N=CN=C1CC(C)(C)C)C